FC1=CC=C(C=C1)C=1C=C(C=2N=CN=C(C2N1)N[C@@H]1CN(CCC1)C(=O)OC(C)(C)C)C(=O)OC tert-butyl (3S)-3-{[6-(4-fluorophenyl)-8-(methoxycarbonyl)pyrido[3,2-d]pyrimidin-4-yl]amino}piperidine-1-carboxylate